C(C)N1C=NC2=C1C(=C(C(=C2)C#CC2=NN(C(=C2C(=O)N)NC)[C@@H]2CN(CC2)C(C=C)=O)F)F 3-[2-(1-Ethyl-6,7-difluoro-1,3-benzodiazol-5-yl)ethynyl]-5-(methylamino)-1-[(3S)-1-(prop-2-enoyl)pyrrolidin-3-yl]pyrazole-4-carboxamide